O=C1NC2(C1)CCN(CC2)C2=CC=C(C=C2)NC2=NC(=NC=1C=NNC(C12)=O)C1=CC=CC=C1 4-(4-(2-oxo-1,7-diazaspiro[3.5]non-7-yl)phenylamino)-2-phenylpyrimidino[4,5-d]pyridazin-5(6H)-one